1-(3-ethoxyphenyl)ethanone tert-butyl-(R)-(3-(2-(hydroxymethyl)pyrrolidin-1-yl)propyl)carbamate C(C)(C)(C)N(C(O)=O)CCCN1[C@H](CCC1)CO.C(C)OC=1C=C(C=CC1)C(C)=O